C(C)OC(=O)NC(C1=CC=CC=C1)OC(C1=CC(=CC=C1)C)=O (((ethoxycarbonyl)amino)(phenyl)methyl)-3-methylbenzoate